rel-(2R,3S,5R)-4-[[3-(3-chloro-4-fluoro-2-methoxy-phenyl)-5-methyl-5-(trifluoromethyl)tetrahydrofuran-2-carbonyl]amino]-N-methylpyridine-2-carboxamide ClC=1C(=C(C=CC1F)[C@H]1[C@@H](O[C@](C1)(C(F)(F)F)C)C(=O)NC1=CC(=NC=C1)C(=O)NC)OC |o1:8,9,11|